C1(CC1)C1=C(C=CC(=C1)F)NC1=C(C(=O)O)C=CC=C1 2-((2-cyclopropyl-4-fluorophenyl)-amino)benzoic acid